N-(2-bromo-4-chlorobenzyl)-5-(N-methylaminosulfonyl)thiophene-2-carboxamide methyl-3,4,5-tris(methoxymethyl)benzoate Methyl-3,4,5-trihydroxybenzoate COC(C1=CC(=C(C(=C1)O)O)O)=O.COC(C1=CC(=C(C(=C1)COC)COC)COC)=O.BrC1=C(CNC(=O)C=2SC(=CC2)S(=O)(=O)NC)C=CC(=C1)Cl